C(C=C)C(C(=O)OCC(CCCC)C)(C(=O)OCC(CCCC)C)CCC di(2-methylhexyl) 2-allyl-2-propyl-malonate